(2-(pyridin-2-yl) bicyclo[2.2.2]oct-2-yl) methylmethanesulfonate CCS(=O)(=O)OC1(C2CCC(C1)CC2)C2=NC=CC=C2